C1(=CC=CC=C1)C=1C(=NC=CC1)C1=NC=CC=C1 phenyl-bipyridyl